1-(4-(tert-butyl)benzyl)-4-chloro-1H-indole-7-carboxylic acid C(C)(C)(C)C1=CC=C(CN2C=CC3=C(C=CC(=C23)C(=O)O)Cl)C=C1